C1=CC(=C(C=C1[N+](=O)[O-])C(F)(F)F)Cl 4-chloro-3-(trifluoromethyl)nitrobenzene